ClC1=NC=C(C(=C1)C1=C(C=NC(=C1)C)C(=O)NC=1SC(=NN1)OC1CCC(CC1)(C)O)OC 2'-chloro-N-(5-(((1s,4s)-4-hydroxy-4-methylcyclohexyl)oxy)-1,3,4-thiadiazol-2-yl)-5'-methoxy-6-methyl-(4,4'-bipyridine)-3-carboxamide